rac-3-[(tert-butyldimethylsilyl)oxy]-1-(2-chloroethyl)pyrrolidine [Si](C)(C)(C(C)(C)C)O[C@H]1CN(CC1)CCCl |r|